N2-Acetyl-N-(21-chloro-3,6,9,12,15-pentaoxahenicos-1-yl)-S-(9-(4-fluorobenzyl)-6-oxo-6,9-dihydro-1H-purin-8-yl)-L-cysteinamide C(C)(=O)N[C@@H](CSC=1N(C=2N=CNC(C2N1)=O)CC1=CC=C(C=C1)F)C(=O)NCCOCCOCCOCCOCCOCCCCCCCl